C(C)OC=1C(=C(C(=O)NS(=O)(=O)N2CCCC2)C=CC1C(=O)N1CC2=C(CC1)C=1C(=CC(=C(C1OC2=O)C)N2C[C@@H](N(CC2)C)COC)C)F (R)-3-ethoxy-2-fluoro-4-(8-(3-(methoxymethyl)-4-methylpiperazin-1-yl)-7,10-dimethyl-5-oxo-1,3,4,5-tetrahydro-2H-chromeno[3,4-c]pyridine-3-carbonyl)-N-(pyrrolidin-1-ylsulfonyl)benzamide